4,6-difluoro-N-methyl-1H-indole FC1=C2C=CN(C2=CC(=C1)F)C